(S)-2-(6-Chloro-5-fluoro-2-oxo-1,2-dihydrospiro[benzo[d][1,3]oxazine-4,3'-pyrrolidin]-1'-yl)-N-(4-((4-methyl-1H-pyrazol-1-yl)methyl)benzyl)isonicotinamide ClC1=C(C2=C(NC(O[C@]23CN(CC3)C=3C=C(C(=O)NCC2=CC=C(C=C2)CN2N=CC(=C2)C)C=CN3)=O)C=C1)F